Benzyl (S)-2-(((benzyloxy)carbonyl)amino)-4-oxobutanoate C(C1=CC=CC=C1)OC(=O)N[C@H](C(=O)OCC1=CC=CC=C1)CC=O